5-(3,5,7-Trihydroxyl-4-oxo-benzopyran-2-yl)-1,3-dihydrobenzimidazol-2-one OC1=C(OC2=C(C1=O)C(=CC(=C2)O)O)C2=CC1=C(NC(N1)=O)C=C2